3-(((3-chloro-6,7-dihydrospiro[cyclopenta[d]pyrazolo[1,5-a]pyrimidine-5,1'-cyclopentan]-8-yl)amino)methyl)-5-fluorobenzonitrile ClC=1C=NN2C1N=C1C(=C2NCC=2C=C(C#N)C=C(C2)F)CCC12CCCC2